NCC(=O)N1[C@@H](CCCC1)C(=O)NC=1SC2=C(N1)C=CC(=C2)OC(F)(F)F (S)-l-glycyl-N-(6-(trifluoromethoxy)benzo[d]thiazol-2-yl)piperidine-2-carboxamide